1-(5-(2-Isopropylpyrimidin-4-yl)-4-methylthiazol-2-yl)-3-(4-((4-(methylsulfonyl)-piperazin-1-yl)methyl)-3-(trifluoromethyl)phenyl)urea C(C)(C)C1=NC=CC(=N1)C1=C(N=C(S1)NC(=O)NC1=CC(=C(C=C1)CN1CCN(CC1)S(=O)(=O)C)C(F)(F)F)C